OCCOCCNC(=O)C1=CC2=C(N(C(=N2)NC=2SC3=C(N2)C=CC(=C3)OC(F)(F)F)C)C=C1 1-Methyl-2-(6-trifluoromethoxy-benzothiazol-2-ylamino)-1H-benzoimidazole-5-carboxylic acid [2-(2-hydroxy-ethoxy)-ethyl]-amide